[IH2+].[CH-]1C=CC=C1.[CH-]1C=CC=C1.[Fe+2] ferrocene, iodonium salt